O=C1N(C[C@@H](N(C1)C(=O)OC(C)(C)C)CCCCC)C1=CC(=CC=C1)OC(F)(F)F tert-Butyl (S)-5-oxo-2-pentyl-4-(3-(trifluoromethoxy)phenyl)piperazine-1-carboxylate